1-methyl-2,5-dihydro-1H-pyrrole-3-carboxylic acid CN1CC(=CC1)C(=O)O